FC1(CCN(CC1)CCCCCCCSC1=C2CN(C(C2=CC=C1)=O)C1CNCCC1)F 3-(4-((7-(4,4-difluoropiperidin-1-yl)heptyl)thio)-1-oxoisoindolin-2-yl)piperidine